OC=1C=CC(=NC1)/C=C/C1=CN(C2=CC=CC=C12)C1OCCCC1 3-[(E)-2-(5-hydroxy-2-pyridyl)vinyl]-1-tetrahydropyran-2-yl-indole